N[C@@H]1CC[C@H](CC1)NC1=NC=C(C(=N1)C=1C=C(C=CC1)N1C(OCCC1)=O)F trans-3-(3-(2-(((1r,4r)-4-aminocyclohexyl)amino)-5-fluoropyrimidin-4-yl)phenyl)-1,3-oxazinan-2-one